FC(CC(C(=O)N1CCOC2=C(C1)C=CC=C2F)(C)C)F 4,4-difluoro-1-(9-fluoro-3,5-dihydro-2H-1,4-benzoxazepin-4-yl)-2,2-dimethyl-butan-1-one